8,8'-((4-hydroxy-tetrahydro-2H-pyran-3-yl)azane-diyl)bis(N,N-didec-yloctanamide) OC1C(COCC1)N(CCCCCCCC(=O)N(CCCCCCCCCC)CCCCCCCCCC)CCCCCCCC(=O)N(CCCCCCCCCC)CCCCCCCCCC